C(C)C(CCOCCC(CC)(CC)[Si](OCC)(OCC)OCC)([Si](OCC)(OCC)OCC)CC diethyl-[3-(triethoxysilyl) propyl] ether